FC=1C=C(C=C(C1)F)[C@@H]1CCN2N1C(C1(C2)CCN(CC1)C1=CC(=NC=N1)C#N)=O (S)-6-(7'-(3,5-difluorophenyl)-1'-oxodihydro-1'H,3'H,5'H-spiro[piperidine-4,2'-pyrazolo[1,2-a]pyrazol]-1-yl)pyrimidine-4-carbonitrile